OCCN1N=CC(=C1)NC=1N=CC2=C(N1)N(C(C(=C2)N2CCC(CC2)NC(OC(C)(C)C)=O)=O)C tert-butyl N-[1-[2-[[1-(2-hydroxyethyl)pyrazol-4-yl]amino]-8-methyl-7-oxo-pyrido[2,3-d]pyrimidin-6-yl]-4-piperidyl]carbamate